(3R*,4R*)-1-Cyclopentyl-4-{[5-(2,4,6-trifluoro-phenyl)-isoxazole-3-carbonyl]-amino}-piperidine-3-carboxylic acid ((R)-1-cyclobutyl-ethyl)-amide C1(CCC1)[C@@H](C)NC(=O)[C@@H]1CN(CC[C@H]1NC(=O)C1=NOC(=C1)C1=C(C=C(C=C1F)F)F)C1CCCC1 |o1:9,14|